N-(1-(4-(4-Chloro-3-(4-isopropylpiperidin-1-yl)benzyl)piperazine-1-carbonyl)-1H-pyrazol-3-yl)methanesulfonamide ClC1=C(C=C(CN2CCN(CC2)C(=O)N2N=C(C=C2)NS(=O)(=O)C)C=C1)N1CCC(CC1)C(C)C